C1(CC(C1)CO)CO 3-cyclobutane-dimethanol